(1S,8aS)-1-methyl-3-oxotetrahydro-3H-oxazolo[3,4-a]pyrazine-7(1H)-carboxylic acid tert-butyl ester C(C)(C)(C)OC(=O)N1C[C@@H]2N(CC1)C(O[C@H]2C)=O